tert-butyl (4-((((1r,4r)-4-aminocyclohexyl)oxy)methyl)benzyl)carbamate NC1CCC(CC1)OCC1=CC=C(CNC(OC(C)(C)C)=O)C=C1